C(C)OC1CCC(CC1)COC1=NC(=NC=C1F)NC=1C(=NN(C1)C(C#N)(C)C)C 2-(4-((4-(((1s,4s)-4-ethoxycyclohexyl)methoxy)-5-fluoropyrimidin-2-yl)amino)-3-methyl-1H-pyrazol-1-yl)-2-methylpropanenitrile